(R)-1-(2-chlorophenyl)ethyl (1-methyl-4-(6-methyl-5-nitropyridin-2-yl)-1H-pyrazol-5-yl)carbamate CN1N=CC(=C1NC(O[C@H](C)C1=C(C=CC=C1)Cl)=O)C1=NC(=C(C=C1)[N+](=O)[O-])C